ClC1=C(C(=NC2=CC(=CC=C12)N1C(=NC=C1)C)N1CC2(CN(C2)C(=O)OC(C)(C)C)CC1)C tert-butyl 6-(4-chloro-3-methyl-7-(2-methyl-1H-imidazol-1-yl) quinolin-2-yl)-2,6-diazaspiro-[3.4]octane-2-carboxylate